NC1=NC=NC2=CC=C(C=C12)C1=CC=C(S1)CNC1=C(C(=O)N[C@@H](C)C2=CC(=C(C(=C2)F)F)F)C=CC=N1 (S)-2-(((5-(4-aminoquinazolin-6-yl)thiophen-2-yl)methyl)amino)-N-(1-(3,4,5-trifluorophenyl)ethyl)nicotinamide